1-(5-(benzyloxy)-6-(2-cyclopropylethoxy)pyridin-2-yl)-3-methylbutan-2-amine C(C1=CC=CC=C1)OC=1C=CC(=NC1OCCC1CC1)CC(C(C)C)N